O=C1NC(CCC1NC=1C=CC(=NC1)C1CCN(CC1)CC(=O)OC(C)(C)C)=O tert-butyl 2-(4-(5-((2,6-dioxopiperidin-3-yl)amino)pyridin-2-yl)piperidin-1-yl)acetate